N,N'-(1,3-phenylenebis(methylene))bis(N,N-dimethyl-3-((3,3,4,4,5,5,6,6,7,7,8,8,8-tridecafluorooctyl)sulfonamido)propan-1-aminium) bromide [Br-].C1(=CC(=CC=C1)C[N+](CCCNS(=O)(=O)CCC(C(C(C(C(C(F)(F)F)(F)F)(F)F)(F)F)(F)F)(F)F)(C)C)C[N+](CCCNS(=O)(=O)CCC(C(C(C(C(C(F)(F)F)(F)F)(F)F)(F)F)(F)F)(F)F)(C)C.[Br-]